4-chloro-5-(cyclobut-1-en-1-yl)-1-(tetrahydro-2H-pyran-2-yl)-6-(trifluoromethyl)-1H-indazole ClC1=C2C=NN(C2=CC(=C1C1=CCC1)C(F)(F)F)C1OCCCC1